3H-pyrano[3,4-c]pyridine-3,8(4H)dione C=1OC(CC=2C1C(N=CC2)=O)=O